(R)-6-(2-methyl-3-(2-(trifluoromethyl)pyridin-4-yl)propyl)-2-thia-6-azaspiro[3.4]octane 2,2-dioxide C[C@@H](CN1CC2(CS(C2)(=O)=O)CC1)CC1=CC(=NC=C1)C(F)(F)F